C(CCCCCCC)(=O)NO caprylohydroxamic acid